C(C)OC1=CC=2N(C=C1C1(CCN(CC1)C(=O)OC(C)(C)C)O)C=CN2 tert-butyl 4-(7-ethoxyimidazo[1,2-a]pyridin-6-yl)-4-hydroxypiperidine-1-carboxylate